4-(5-(2-methylpyridin-4-yl)-6-(tetrahydro-2H-pyran-4-yl)pyrrolo[3,2-f]indazol-7(1H)-yl)benzamide CC1=NC=CC(=C1)C1=C(N(C2=C1C=C1C=NNC1=C2)C2=CC=C(C(=O)N)C=C2)C2CCOCC2